13,14-dihydroxyl-docosanoic acid OC(CCCCCCCCCCCC(=O)O)C(CCCCCCCC)O